C1(CC1)S(=O)(=O)NC=1SC=C(N1)C(C)(C)NC(C1=CC=C(C=C1)C1=NC(=CN=C1)OC)=O N-(2-(2-(cyclopropanesulfonylamino)thiazol-4-yl)propan-2-yl)-4-(6-methoxypyrazin-2-yl)benzamide